(2s)-2-chloro-2-fluoro-acetic acid Cl[C@@H](C(=O)O)F